(2r,4s)-4-(4-amino-3-iodo-1H-pyrazolo[3,4-d]pyrimidin-1-yl)-2-(methoxymethyl)pyrrolidine-1-carboxylic acid tert-butyl ester C(C)(C)(C)OC(=O)N1[C@H](C[C@@H](C1)N1N=C(C=2C1=NC=NC2N)I)COC